4-((S)-3-(cyanomethyl)piperazin-1-yl)-2-(((S)-1-methylpyrrolidin-2-yl)methoxy)-N-(naphthalen-1-yl)-5,7-dihydro-6H-pyrrolo[3,4-d]pyrimidine-6-carboxamide C(#N)C[C@H]1CN(CCN1)C=1C2=C(N=C(N1)OC[C@H]1N(CCC1)C)CN(C2)C(=O)NC2=CC=CC1=CC=CC=C21